[C@H]12CC(C[C@@H]2C1)\C=N\[S@](=O)C(C)(C)C (R)-N-((E)-((1R,3r,5S)-Bicyclo[3.1.0]hexan-3-yl)methylene)-2-methylpropane-2-sulfinamide